BrC=1C(=NC(=NC1)SC)C(=O)NC1CCC(CC1)NC1=CC(=NC2=CC=C(C=C12)Cl)C(F)(F)F 5-bromo-2-(methylsulfanyl)-N-[(1s,4s)-4-{[6-chloro-2-(trifluoromethyl)quinolin-4-yl]amino}cyclohexyl]pyrimidine-4-carboxamide